Diglycylether NCC(=O)OC(CN)=O